C(C)C=1C=C(C(=O)N/N=C(\C)/C2=CC3=CC=CC=C3C=C2)C=CC1 (E)-3-ethyl-N'-(1-(naphthalen-2-yl)ethylidene)benzohydrazide